P(=O)(OC(C)(C)C)(OC(C)(C)C)OCN1C(C=CC(=C1C)N1CN(C2=CC(=C(C=C2C1=O)F)Cl)C1=C(C=C(C=C1)F)C)=O di-tert-butyl ((5-(7-chloro-6-fluoro-1-(4-fluoro-2-methylphenyl)-4-oxo-1,4-dihydroquinazolin-3(2H)-yl)-6-methyl-2-oxopyridin-1(2H)-yl)methyl) phosphate